C(C)(C)(C)N(C(O)=O)CC1=CC=C(C=C1)C(C#CC)O.NC=1C=CC(=NC1)NC(CN(C)C)=O N-(5-aminopyridin-2-yl)-2-(dimethylamino)acetamide tert-butyl-(4-(1-hydroxybut-2-yn-1-yl)benzyl)carbamate